1-((tert-butoxycarbonyl) (methyl) amino)-4-fluoro-6-methyl-2,3-dihydro-1H-inden-5-yl trifluoromethanesulfonate FC(S(=O)(=O)OC=1C(=C2CCC(C2=CC1C)N(C)C(=O)OC(C)(C)C)F)(F)F